6-Bromo-N-(1-ethylpiperidin-4-yl)-2-(4-{4-[(6-methylpyridin-3-yl)methyl]piperazin-1-yl}phenyl)-3H-imidazo[4,5-b]pyridin-7-amine BrC=1C(=C2C(=NC1)NC(=N2)C2=CC=C(C=C2)N2CCN(CC2)CC=2C=NC(=CC2)C)NC2CCN(CC2)CC